C(C=CC1=CC=CC=C1)(=O)[C@@]1([C@](O)(O[C@@H]([C@H]([C@@H]1O)O)CO)C(C1=CC(O)=C(O)C(O)=C1)=O)O 2-Cinnamoyl-1-galloyl-beta-D-glucopyranose